3-oxetanylmethane O1CC(C1)C